Tri(n-butyl)phosphin oxid C(CCC)P(CCCC)(CCCC)=O